FC1=CC=C(C=C1)C1=CC=C(C=C1)C=O 4'-fluorobiphenyl-4-formaldehyde